2-chloro-4-(oxetan-3-ylamino)pyrimidine-5-carbonitrile ClC1=NC=C(C(=N1)NC1COC1)C#N